(S)-N-(5,6-dihydro-4H-benzo[f]imidazo[1,2-a]azepin-4-yl)-5-(2-fluorophenoxy)pyridazine-3-carboxamide Octacosyl-cosanoate C(CCCCCCCCCCCCCCCCCCCCCCCCCCC)OC(CCCCCCCCCCCCCCCCCCC)=O.C1=CN=C2N1C1=C(CC[C@@H]2NC(=O)C=2N=NC=C(C2)OC2=C(C=CC=C2)F)C=CC=C1